CC(C(=O)O)(C(C)C)C 2,2,3-trimethylbutanoic acid